C(C)(C)(C)OC(=O)N1CCN(CC1)C(=O)NNS(=O)(=O)C1=CC(=C(C=C1)[N+](=O)[O-])N1CCOCC1 4-(2-((3-morpholino-4-nitrophenyl)sulfonyl)hydrazine-1-carbonyl)piperazine-1-carboxylic acid tert-butyl ester